butane-2-aminium chloride [Cl-].CC(CC)[NH3+]